FC=1C=C(C=C(C1F)OCOC)N1N=CC2=CC(=CC=C12)C1(CCN(CC1)C(=O)OC(C)(C)C)COC tert-butyl 4-[1-[3,4-difluoro-5-(methoxymethoxy)phenyl]indazol-5-yl]-4-(methoxymethyl)piperidine-1-carboxylate